ClC1=CC(=C(O[C@H]2C[C@H](N(CC2)C=2C(=NC=CC2)O[C@H]2CN(CC2)C)CC)C=C1)C(F)(F)F |&1:6,8| 3-(rac-(2R,4R)-4-(4-chloro-2-(trifluoromethyl)phenoxy)-2-ethylpiperidin-1-yl)-2-(((R)-1-methylpyrrolidin-3-yl)oxy)pyridine